3-(3-chloro-5-(trifluoromethyl)phenyl)propionic acid methyl ester trifluoroacetate FC(C(=O)O)(F)F.COC(CCC1=CC(=CC(=C1)C(F)(F)F)Cl)=O